[O-2].[Sc+3].[O-2].[O-2].[Sc+3] scandium oxide